(2,4-di-tert-butylphenyl) biphenyldiphosphonite C1(=C(C(=CC=C1)P([O-])[O-])P(OC1=C(C=C(C=C1)C(C)(C)C)C(C)(C)C)[O-])C1=CC=CC=C1